NC=1C(=C(C=C2C=C(N=CC12)NC(OC1CCNCC1)=O)C1=C(C2=C(OCCN2)N=C1)C)F piperidin-4-yl (8-amino-7-fluoro-6-(8-methyl-2,3-dihydro-1H-pyrido[2,3-b][1,4]oxazin-7-yl)isoquinolin-3-yl)carbamate